tert-butyl 6,6-dioxo-6Z-6-thia-2,5-diazaspiro[3.5]nonane-2-carboxylate O=S1(NC2(CN(C2)C(=O)OC(C)(C)C)CCC1)=O